10,13-dimethyl-17-(6-methylheptan-2-yl)-2,3,4,7,8,9,10,11,12,13,14,15,16,17-tetradecahydro-1H-cyclopenta[a]phenanthren-3-ol CC12C3CCC4(C(CCC4C3CC=C2CC(CC1)O)C(C)CCCC(C)C)C